C(#N)N1C[C@H](CC1)C(=O)NC=1N=CN(C1)C1=CC=C(C=C1)C(F)(F)F (S)-1-cyano-N-(1-(4-(trifluoromethyl)phenyl)-1H-imidazol-4-yl)pyrrolidine-3-carboxamide